7-[(3R*)-1-{4-[4-({4-[2-(2,6-dioxopiperidin-3-yl)-1-oxo-2,3-dihydro-1H-isoindol-5-yl]piperazin-1-yl}methyl)piperidin-1-yl]phenyl}piperidin-3-yl]-4-methyl-1H-indole-3-carbonitrile O=C1NC(CCC1N1C(C2=CC=C(C=C2C1)N1CCN(CC1)CC1CCN(CC1)C1=CC=C(C=C1)N1C[C@H](CCC1)C=1C=CC(=C2C(=CNC12)C#N)C)=O)=O |o1:37|